COC(C1=C(C(=CC=C1)C1CN(CCC1)C1=CC(=C(C=C1)Cl)Cl)F)=O 3-(1-(3,4-dichlorophenyl)piperidin-3-yl)-2-fluorobenzoic acid methyl ester